NCCCCCCNC=1C=C2C(N(C(C2=CC1)=O)C1C(NC(CC1)=O)=O)=O 5-((6-Aminohexyl)amino)-2-(2,6-dioxopiperidin-3-yl)isoindoline-1,3-dione